propyl-Pyridine Hydrogen Sulfate S(=O)(=O)(O)O.C(CC)C1=NC=CC=C1